C[C@](N(C)C)(CCO)C(=O)O trimethyl-homoserine